FC1=C(C=CC(=C1)F)[C@@H]1N(CCC1)C1=NC=2N(C=C1)N=CC2C2=CC=CC(=N2)N2CCN(CC2)C2CCN(CC2)CC=2C=C(C=CC2)C2C(NC(CC2)=O)=O 3-(3-((4-(4-(6-(5-((R)-2-(2,4-difluorophenyl)pyrrolidin-1-yl)pyrazolo[1,5-a]pyrimidin-3-yl)pyridin-2-yl)piperazin-1-yl)piperidin-1-yl)methyl)phenyl)piperidine-2,6-dione